1-tert-butyl-N-[(3-{4-[(4,4-difluorocyclohexyl)amino]-1-(2,2,2-trifluoroethyl)-1H-indol-2-yl}-1,2,4-oxadiazol-5-yl)methyl]-1H-pyrrole-3-carboxamide C(C)(C)(C)N1C=C(C=C1)C(=O)NCC1=NC(=NO1)C=1N(C2=CC=CC(=C2C1)NC1CCC(CC1)(F)F)CC(F)(F)F